O=C1NC(CCC1N1C(C2=CC=C(C=C2C1)NC(=O)C1=CC=C2C(=N1)C=NN2C)=O)=O N-(2-(2,6-dioxopiperidin-3-yl)-1-oxoisoindolin-5-yl)-1-methyl-1H-pyrazolo[4,3-b]pyridine-5-carboxamide